4,5-dimethyl-5-(trifluoromethyl)pyrrolidine-2-carboxamide CC1CC(NC1(C(F)(F)F)C)C(=O)N